(6R)-17-amino-6,15-bis(trifluoromethyl)spiro[19-oxa-3,4,13,18-tetrazatricyclo[12.3.1.12,5]nonadeca-1(18),2,4,14,16-pentaene-12,1'-cyclopentane] NC1=CC(=C2NC3(CCCC3)CCCCC[C@H](C3=NN=C(C1=N2)O3)C(F)(F)F)C(F)(F)F